(R)-(4-(4-chloropyrazolo[1,5-a]pyridin-2-yl)-6,7-dihydro-1H-imidazo[4,5-c]pyridin-5(4H)-yl)(1,3-dimethyl-1H-1,2,4-triazol-5-yl)methanone ClC=1C=2N(C=CC1)N=C(C2)[C@@H]2N(CCC1=C2N=CN1)C(=O)C1=NC(=NN1C)C